C(C)(C)(C)OC(=O)NCCN(CC(CN(CCNC(=O)OC(C)(C)C)C(=O)OC(C)(C)C)C(=O)O)C(=O)OC(C)(C)C N,N',N'',N'''-tetra-(tert-butoxycarbonyl)-6-(carboxy)-1,4,8,11-tetraazaundecane